4-(2-hydroxyethyl)piperidine OCCC1CCNCC1